(1r,4r)-4-((5-(1-(2-fluoroethyl)-1H-benzo[d][1,2,3]triazol-6-yl)-4-methoxypyrrolo[2,1-f][1,2,4]triazin-2-yl)amino)-1-methylcyclohexan-1-ol FCCN1N=NC2=C1C=C(C=C2)C=2C=CN1N=C(N=C(C12)OC)NC1CCC(CC1)(O)C